C1(=CC=CC2=CC=CC=C12)C=1C=C2C=CC(=C(C2=CC1)C1=C(C=CC2=CC(=CC=C12)C1=CC=CC2=CC=CC=C12)OC1=CC=C(C=C1)CO)OC1=CC=C(C=C1)CO {(6,6'-bis(naphthalen-1-yl)[1,1'-binaphthalene]-2,2'-diyl)bis(oxy-4,1-phenylene)}dimethanol